C(CCC)[P+](CCCC)(CCCC)CCCC.OCCOC1=CC=C(C=C1)S(=O)(=O)[O-] 4-hydroxyethoxybenzenesulfonic acid tetrabutylphosphonium salt